CNCCCCCN N-monomethyl-pentamethylenediamine